p-cyanostyrene C(#N)C1=CC=C(C=C)C=C1